(R)-2-((1,4-dioxo-1,4-dihydronaphthalen-2-yl)amino)-3-phenyl-N-(4-methoxyphenyl)-propanamide O=C1C(=CC(C2=CC=CC=C12)=O)N[C@@H](C(=O)NC1=CC=C(C=C1)OC)CC1=CC=CC=C1